N-(3-chlorophenyl)pyrimido[1',6':1,5]pyrazolo[4,3-c][1,7]naphthyridin-6-amine ClC=1C=C(C=CC1)NC1=NC2=CN=CC=C2C=2C1=C1N(N2)C=NC=C1